(S)-N-((S)-(4-chlorophenyl)(5-fluoropyridin-2-yl)methyl)-2-oxooxazolidine-5-carboxamide ClC1=CC=C(C=C1)[C@H](NC(=O)[C@@H]1CNC(O1)=O)C1=NC=C(C=C1)F